(2E)-2-hexenyl (7E)-7,9-decadienoate C(CCCCC\C=C\C=C)(=O)OC\C=C\CCC